C(C)(C)(C)OC(=O)N[C@H](C(=O)O)CC(=O)N(C)C (2S)-2-(tert-butoxycarbonylamino)-4-(dimethylamino)-4-oxo-butanoic acid